methyl 2-(2-hydroxypropan-2-yl)-1,3-thiazol-5-sulfinate OC(C)(C)C=1SC(=CN1)S(=O)OC